CN(C(CN1N=C(C=C1C(=O)O)C(F)(F)F)=O)C 2-[2-(dimethylamino)-2-oxo-ethyl]-5-(trifluoromethyl)pyrazole-3-carboxylic acid